5-Bromo-2-(3-(piperidin-1-yl)propoxy)pyridin-3-amine BrC=1C=C(C(=NC1)OCCCN1CCCCC1)N